COC(C1=C(C=CC(=C1)C=1SC=CC1)C=1SC=CC1)=O 2,5-Di-thiophen-2-yl-benzoic acid methyl ester